FC1=CC=C(C=C1)C1=NN2C(SC1)=NN=C2CCC=2C=NC=CC2 6-(4-Fluorophenyl)-3-(2-(pyridin-3-yl)ethyl)-7H-[1,2,4]triazolo[3,4-b][1,3,4]thiadiazin